ClC1=CC=C(C=C1)/C=C/C(=O)C1=CC=C(OC(C(=O)O)C)C=C1 2-[4-[(E)-3-(4-Chlorophenyl)prop-2-enoyl]phenoxy]propanoic acid